benzyl ((S)-1-cyclohexyl-2-(((S)-3-cyclohexyl-1-oxo-1-(((S)-1-oxo-3-((S)-2-oxopyrrolidin-3-yl)propan-2-yl)amino)propan-2-yl)amino)-2-oxoethyl)carbamate C1(CCCCC1)[C@@H](C(=O)N[C@H](C(N[C@H](C=O)C[C@H]1C(NCC1)=O)=O)CC1CCCCC1)NC(OCC1=CC=CC=C1)=O